C(CCCCCCCC=CCCCCCCCC)C(C(=O)O)CC(=O)O.C(CCC(=O)O)(=O)OCCCCCCCC\C=C/CCCCCCCC monooleyl succinate (mono-9-octadecenyl succinate)